C(C1=CC=CC=C1)C1=CC=C(C=C1)NC1C[C@@H]2[C@@H](CN(C2)CC(CN2N=CN=C2)(O)C2=C(C=C(C=C2)F)F)C1 1-((3aR,6aS)-5-((4-benzylphenyl)amino)hexahydrocyclopenta[c]pyrrol-2(1H)-yl)-2-(2,4-difluorophenyl)-3-(1H-1,2,4-triazol-1-yl)propan-2-ol